C1CNCCN1 DIETHYLENEDIAMINE